1-(trans-4-cyanotetrahydro-2H-pyran-3-yl)-3-((1-hydroxy-1,3-dihydrobenzo[c][1,2]oxaborol-6-yl)amino)-1H-pyrazole-4-carboxamide C(#N)[C@H]1[C@@H](COCC1)N1N=C(C(=C1)C(=O)N)NC=1C=CC2=C(B(OC2)O)C1